C(C)C=1C=C2C(=NC(=NC2=C(C1C1=C2C=NNC2=CC=C1C)OCC(F)(F)F)C1CCN(CC1)CCOC)N1CCC2(CN(C2)C(C=C)=O)CC1 1-(7-(6-ethyl-2-(1-(2-methoxyethyl)piperidin-4-yl)-7-(5-methyl-1H-indazol-4-yl)-8-(2,2,2-trifluoroethoxy)quinazolin-4-yl)-2,7-diazaspiro[3.5]nonan-2-yl)prop-2-en-1-one